BrC1=C2CCC3(CCC=4C(=NC(=NC4[C@@H]3F)SC)Cl)C2=CC=C1 (8'R)-4-bromo-4'-chloro-8'-fluoro-2'-(methylsulfanyl)-2,3,5',8'-tetrahydro-6'H-spiro[indene-1,7'-quinazoline]